[V].C(C)(C)N(C(OC1=C(C=CC=C1C)C)=N)C(C)C N,N-diisopropyl-O-(2',6'-dimethylphenyl)isourea vanadium